FC=1C=C2C(C3=C(N(C=4C(=CC(=CC34)F)F)C(=O)OC(C)(C)C)C2=CC1)CC(=O)OC(C)C tert-butyl 2,6,8-trifluoro-10-(2-isopropoxy-2-oxoethyl)-10H-indeno[1,2-b]indole-5-carboxylate